Titanium(IV) butoxide tert-butyl-(1R,5S,6S)-rel-3-azabicyclo[3.1.0]hexan-6-ylcarbamate C(C)(C)(C)N(C([O-])=O)C1[C@@H]2CNC[C@H]12.[O-]CCCC.[Ti+4]